3-[3-(4-Fluoro-benzyl)-3H-imidazo[4,5-c]pyridin-2-yl]-N-((S)-1-phenyl-propyl)-propionamide FC1=CC=C(CN2C(=NC3=C2C=NC=C3)CCC(=O)N[C@@H](CC)C3=CC=CC=C3)C=C1